butyl (R)-3-(5-(3,5-difluorophenyl)-3-ureidothiophene-2-carboxamido)piperidine-1-carboxylate FC=1C=C(C=C(C1)F)C1=CC(=C(S1)C(=O)N[C@H]1CN(CCC1)C(=O)OCCCC)NC(=O)N